1-(4-methoxybenzyl)-3-methyl-2-oxo-3-(trifluoromethyl)-2,3-dihydro-1H-pyrrolo[3,2-c]pyridine-4-carbonitrile COC1=CC=C(CN2C(C(C=3C(=NC=CC32)C#N)(C(F)(F)F)C)=O)C=C1